3-(1-{4-amino-3-iodo-1H-pyrazolo[3,4-d]pyrimidin-1-yl}ethyl)-4-{3-[(2R)-pyrrolidin-2-yl]phenyl}-1H-isochromen-1-one hydrochloride Cl.NC1=C2C(=NC=N1)N(N=C2I)C(C)C=2OC(C1=CC=CC=C1C2C2=CC(=CC=C2)[C@@H]2NCCC2)=O